(7R)-N-cyano-N'-((1,2,3,5,6,7-hexahydro-s-indacen-4-yl)carbamoyl)-7-methoxy-5,6,7,8-tetrahydropyrazolo[5,1-b][1,3]oxazepine-3-sulfonimidamide C(#N)NS(=O)(=NC(NC1=C2CCCC2=CC=2CCCC12)=O)C=1C=NN2C1OCC[C@H](C2)OC